N1=CC=CC2=C1CCCCCCCCC2 pyridocycloundecane